FC1(C(CCCC1)O)F 2,2-difluorocyclohexanol